(S)-2-Amino-2-(6-methoxynaphthalen-2-yl)ethan-1-ol N[C@H](CO)C1=CC2=CC=C(C=C2C=C1)OC